O=C1C=2N(CCN1C(C)C)N=C1C2CN(CC1)C(=O)OC(C)(C)C tert-Butyl 10-oxo-9-(propan-2-yl)-3,4,7,8,9,10-hexahydropyrido[4',3':3,4]pyrazolo[1,5-a]-pyrazine-2(1H)-carboxylate